FC(C1=NN=C(S1)NC(=O)C1=NN2C(C(N(CC2)CC=2C(=NC=CC2)C)=O)=C1C)(F)F 3-Methyl-5-(2-methylpyridin-3-ylmethyl)-4-oxo-4,5,6,7-tetrahydropyrazolo[1,5-a]pyrazine-2-carboxylic acid (5-trifluoromethyl-[1,3,4]thiadiazol-2-yl) amide